N-(3-((1s,3s)-3-(cyanomethyl)-1-(4-methyl-4H-1,2,4-triazol-3-yl)cyclobutyl)phenyl)-4-((cyclohexylamino)methyl)-7,7-difluoro-6,7-dihydro-5H-cyclopenta[b]pyridine-2-carboxamide C(#N)CC1CC(C1)(C1=NN=CN1C)C=1C=C(C=CC1)NC(=O)C1=CC(=C2C(=N1)C(CC2)(F)F)CNC2CCCCC2